(S)-3-acetyl-N-(2-methoxy-5-(4-(trifluoromethyl)phenoxy)phenyl)-1-methyl-2-oxoimidazolidine-4-carboxamide C(C)(=O)N1C(N(C[C@H]1C(=O)NC1=C(C=CC(=C1)OC1=CC=C(C=C1)C(F)(F)F)OC)C)=O